COC1=CC=C(CN2N=C(C(=N2)C(=O)OCC)C2=CC=3CC4=CC(=CC=C4C3C=C2)C2=NN(N=C2)CC2=CC=C(C=C2)OC)C=C1 ethyl 2-(4-methoxybenzyl)-5-(7-(2-(4-methoxybenzyl)-2H-1,2,3-triazol-4-yl)-9H-fluoren-2-yl)-2H-1,2,3-triazole-4-carboxylate